C(#N)C1=CC=C2NC=C(C[C@H](N)C(=O)O)C2=C1 5-cyanotryptophan